6-iodo-N,N-dimethylnaphthalene-2-amine IC=1C=C2C=CC(=CC2=CC1)N(C)C